C1(CC1)COC(C=1C=C(N)C=CC1)C1=CC=CC=C1 (+)-3-((cyclopropylmethoxy)(phenyl)methyl)aniline